BrC1=CC=C(C=C1)N1CCN(CC1)CC(=O)OC(C)(C)C tert-butyl 2-[4-(4-bromophenyl)piperazin-1-yl]acetate